C(C)[Si](OC(C)C)(OC(C)C)OC(C)C ethyl-tris(isopropoxy)silane